tert-butyl N-[1-[3-(bromomethyl)phenyl]sulfonyl-4-piperidyl]carbamate BrCC=1C=C(C=CC1)S(=O)(=O)N1CCC(CC1)NC(OC(C)(C)C)=O